6,8-difluoro-2-(((S,Z)-2-(fluoromethylene)tetrahydro-1H-pyrrolizin-7a(5H)-yl)methoxy)quinazoline FC=1C=C2C=NC(=NC2=C(C1)F)OC[C@]12CCCN2C\C(\C1)=C/F